[Na+].[Na+].[Na+].P(=O)([O-])([O-])OC=1C(=O)O[C@@H](C1O)[C@@H](O)CO ascorbic acid 2-phosphate trisodium salt